1-(4-((4-(indolin-5-ylamino)-7-methoxyquinazolin-6-yl)oxy)piperidin-1-yl)prop-2-en-1-one N1CCC2=CC(=CC=C12)NC1=NC=NC2=CC(=C(C=C12)OC1CCN(CC1)C(C=C)=O)OC